racemic-methyl 1-(5-(3-chlorophenethyl)-2,3-dihydro-1H-inden-1-yl)piperidine-4-carboxylate ClC=1C=C(CCC=2C=C3CC[C@H](C3=CC2)N2CCC(CC2)C(=O)OC)C=CC1 |r|